5-fluoro-1,1-dioxo-1,2-benzothiazol-3-one FC=1C=CC2=C(C(NS2(=O)=O)=O)C1